OC1CN(CCC1)C(C(CNC(=O)C1=CC2=C(S1)CCCCCC2)(C)C)=O N-[3-(3-Hydroxypiperidin-1-yl)-2,2-dimethyl-3-oxopropyl]-4H,5H,6H,7H,8H,9H-cycloocta[b]thiophene-2-carboxamide